(S)-tert-butyl 4-(5-((2-amino-9-chloro-10-oxo-10H-chromeno[3,2-b]pyridin-3-yl)oxy)-4-methylpyrimidin-2-yl)-2-methylpiperazine-1-carboxylate NC1=C(C=C2C(=N1)C(C=1C(=CC=CC1O2)Cl)=O)OC=2C(=NC(=NC2)N2C[C@@H](N(CC2)C(=O)OC(C)(C)C)C)C